3-[difluoro(methoxy)methyl]-6-[6-[1-(difluoromethyl)propoxy]-3-pyridyl]-[1,2,4]triazolo[4,3-a]pyrazin FC(C1=NN=C2N1C=C(N=C2)C=2C=NC(=CC2)OC(CC)C(F)F)(OC)F